3-[cyclopentyl(hydroxy)phenylacetoxy]-1,1-dimethyl-pyrrolidinium bromide [Br-].C1(CCCC1)C(C(=O)OC1C[N+](CC1)(C)C)(C1=CC=CC=C1)O